OC=1C=C(C=C2C(C(CC(C2)C)=CC2=CC(=C(C=C2)O)O)=O)C=CC1O 2,6-Bis(3,4-dihydroxybenzylidene)-4-methylcyclohexanone